3-[5-(aminomethyl)-6-fluoro-1-oxo-2,3-dihydro-1H-isoindol-2-yl]Piperidine NCC=1C=C2CN(C(C2=CC1F)=O)C1CNCCC1